2-(5-fluoro-2-(tetrahydrofuran-2-yl)phenyl)-2-(3-((5-(4-methoxy-5,6,7,8-tetrahydro-1,8-naphthyridin-2-yl)pentyl)oxy)azetidin-1-yl)acetic acid FC=1C=CC(=C(C1)C(C(=O)O)N1CC(C1)OCCCCCC1=NC=2NCCCC2C(=C1)OC)C1OCCC1